3-fluoro-4-((6-(piperazin-1-yl)-1H-pyrazolo[3,4-b]pyridin-1-yl)methyl)benzonitrile FC=1C=C(C#N)C=CC1CN1N=CC=2C1=NC(=CC2)N2CCNCC2